3-(2-methylpropan-2-enyl)pyrrolidin-2-one CC(CC1C(NCC1)=O)=C